6-(4-Methylpyridin-3-yl)-N-(4-methylthiazol-2-yl)-[1,2,4]triazolo[4,3-a]pyridine-8-carboxamide CC1=C(C=NC=C1)C=1C=C(C=2N(C1)C=NN2)C(=O)NC=2SC=C(N2)C